7-(6-(((1S,2S,3R,5R)-2-fluoro-8-azabicyclo[3.2.1]octan-3-yl)(methyl)amino)-1,2,4-triazin-3-yl)isoquinolin-6-ol F[C@H]1[C@@H]2CC[C@H](C[C@H]1N(C1=CN=C(N=N1)C1=C(C=C3C=CN=CC3=C1)O)C)N2